(s)-2-fluoro-4-isocyanato-1,2,3,5,6,7-hexahydro-s-indacene F[C@H]1CC2=CC=3CCCC3C(=C2C1)N=C=O